2-phenoxy-2,4,4,6,6-pentafluoro-1,3,5,2λ5,4λ5,6λ5-triazatriphosphabenzene O(C1=CC=CC=C1)P1(=NP(=NP(=N1)(F)F)(F)F)F